6-(tert-Butyl)-2-(3,4-dihydroxyphenyl)-4H-chromen-4-one C(C)(C)(C)C=1C=C2C(C=C(OC2=CC1)C1=CC(=C(C=C1)O)O)=O